1-[(3-methoxyphenyl)methyl]-6-(3-pyridinyl)-3H-imidazo[4,5-b]pyridin-2-one COC=1C=C(C=CC1)CN1C(NC2=NC=C(C=C21)C=2C=NC=CC2)=O